ClC=1C(=C(C=CC1)C=1CCCC2=C(C1C1=CC=C(C=C1)CC1CN(C1)CCCF)C=CC=C2)C 8-(3-Chloro-2-methylphenyl)-9-(4-((1-(3-fluoropropyl)azetidin-3-yl)methyl)phenyl)-6,7-dihydro-5H-benzo[7]annulen